ClC1=NC(=NC(=C1)Cl)C(=O)OC methyl 4,6-dichloropyrimidine-2-carboxylate